1-ethyl-6-fluoro-7-piperazin-1-yl-3-(3,4-dioxomethylenecinnamoyl)-[1,8]naphthyridin-4(1H)-one C(C)N1C=C(C(C2=CC(=C(N=C12)N1CCNCC1)F)=O)C(C=CC1=CC(C(C=C1)=C=O)=C=O)=O